CC1CCC(N(C1)C(=O)OC(C)(C)C)C1=CC(=CC=C1)C=1CCN(CC1)C tert-Butyl 5-methyl-2-[3-(1-methyl-3,6-dihydro-2H-pyridin-4-yl)phenyl]piperidine-1-carboxylate